COC=1C=C(C=CC1O)C1C2COC(C2CO1)C1=CC(=C(C=C1)O)OC 2,6-bis-(3-methoxy-4-hydroxyphenyl)-3,7-dioxabicyclo[3.3.0]octane